N1=CN=C2NC=NC2=C1C=1C(=NC=CC1)NC=1C=CC(=C(C1)NC(C1=CC(=CC=C1)C)=O)F N-(5-(3-(9H-purin-6-yl)pyridin-2-ylamino)-2-fluorophenyl)-3-methylbenzamide